1-((1S,3S)-3-(3-oxa-8-azabicyclo[3.2.1]octan-8-yl)cyclobutyl)-6-(4-(cyclopropylamino)-3-isopropyl-3h-imidazo[4,5-c]pyridin-6-yl)spiro[indoline-3,4'-piperidin]-2-one [C@@H]12COCC(CC1)N2C2CC(C2)N2C(C1(CCNCC1)C1=CC=C(C=C21)C2=CC1=C(C(=N2)NC2CC2)N(C=N1)C(C)C)=O